(S)-2-(pyrrolidin-2-yl)propan-2-ol N1[C@@H](CCC1)C(C)(C)O